FC1=C2C=NNC2=C(C(=C1F)F)F 4,5,6,7-tetrafluoro-1H-indazole